(2,2-difluoro-cyclopropyl)-methanol FC1(C(C1)CO)F